7-bromo-1-(propan-2-yl)-1,2,3,4-tetrahydroquinolin-4-one Sodium borohydride [BH4-].[Na+].BrC1=CC=C2C(CCN(C2=C1)C(C)C)=O